OCC1=CC=C(C=N1)/C=C/C(=O)OCC ethyl (E)-3-(6-(hydroxymethyl)pyridin-3-yl)acrylate